C(C)(=O)N1CN(CC(NN(C1)C(C)=O)C(C)=O)C(C)=O 1,3,5,7-tetraacetyl-1,3,6,7-tetraazacyclooctane